2-(trifluoromethyl sulfonyloxy)propanoate FC(S(=O)(=O)OC(C(=O)[O-])C)(F)F